C(C)S(=O)(=O)C1=CC=C(C=C1)[C@H](CO)NC(=O)C1=CC2=C(N=C(S2)CC2=CC=C(C=C2)OC(F)(F)F)C=C1 (R)-N-(1-(4-(ethylsulfonyl)phenyl)-2-hydroxyethyl)-2-(4-(trifluoromethoxy)benzyl)benzo[d]thiazole-6-carboxamide